2-methyl-2,4-dihydro-5H-pyrazolo[4,3-d]pyrimidine-5,7(6H)-dione CN1N=C2C(NC(NC2=O)=O)=C1